dimethylbis(inden-1-yl)silane C[Si](C1C=CC2=CC=CC=C12)(C1C=CC2=CC=CC=C12)C